2-[(1R,6R)-6-Isopropenyl-3-methylcyclohex-2-en-1-yl]-5-pentylbenzene C(=C)(C)[C@@H]1CCC(=C[C@H]1C1=CC=C(C=C1)CCCCC)C